(Z)-2-(2-chloro-2-(4-chlorophenyl)vinyl)-1,3-dithiane Cl\C(=C/C1SCCCS1)\C1=CC=C(C=C1)Cl